C1NCC12CC(C2)C#CC2=CC=C(C=C2)C=2C=1C(=C(SC1N1C(=NN=C1[C@@H](N2)CC=2OC=CN2)C)C)C 2-[[(9S)-7-[4-[2-(2-azaspiro[3.3]heptan-6-yl)ethynyl]phenyl]-4,5,13-trimethyl-3-thia-1,8,11,12-tetrazatricyclo[8.3.0.02,6]trideca-2(6),4,7,10,12-pentaen-9-yl]methyl]oxazole